N-(1-(3-fluorobenzyl)-6-(1-methyl-7-oxo-6,7-dihydro-1H-pyrrolo[2,3-c]pyridin-3-yl)-1H-indol-4-yl)methanesulfonamide FC=1C=C(CN2C=CC3=C(C=C(C=C23)C2=CN(C=3C(NC=CC32)=O)C)NS(=O)(=O)C)C=CC1